ClC1=C(C=C(C=C1)F)NCC=1C=2N(C=CC1Cl)C=CN2 (2-chloro-5-fluorophenyl)(7-chloroimidazo[1,2-a]pyridin-8-yl)methylamine